C(C)OCCOCCN1C2=CC=CC=C2C=2C=C(C=CC12)N(C=1C=CC=2N(C3=CC=CC=C3C2C1)C1=CC=C(C=C1)OCCOCCOCCOC)C=1C=CC=2N(C3=CC=CC=C3C2C1)C1=CC=C(C=C1)OCCOCCOCCOC 9-(2-(2-ethoxyethoxy)ethyl)-N,N-bis(9-(4-(2-(2-(2-methoxyethoxy)ethoxy)ethoxy)phenyl)-9H-carbazol-3-yl)-9H-carbazol-3-amine